bis(6-((6-(decanoyloxy)hexyl)(3-hydroxypropyl)amino)hexyl) 2,2-dihexylmalonate C(CCCCC)C(C(=O)OCCCCCCN(CCCO)CCCCCCOC(CCCCCCCCC)=O)(C(=O)OCCCCCCN(CCCO)CCCCCCOC(CCCCCCCCC)=O)CCCCCC